4-(2,5-dichlorophenyl)-N-(3-hydroxy-2,6-dimethylphenyl)pyrimidine-2-carboxamide ClC1=C(C=C(C=C1)Cl)C1=NC(=NC=C1)C(=O)NC1=C(C(=CC=C1C)O)C